FC1=C(C=CC(=C1F)OC)C1=CN=C2N1C=CN=C2NC2=CC(=C(C(=O)NC1(COC1)CO)C=C2)CC 4-[[3-(2,3-difluoro-4-methoxy-phenyl)imidazo[1,2-a]pyrazin-8-yl]amino]-2-ethyl-N-[3-(hydroxymethyl)oxetan-3-yl]benzamide